N1=CC=C(C=C1)[C@@H](C)OC(C(CC=1C=C2C=NNC2=C(C1)C)NC(=O)N1CCC(CC1)N1C(NC2=CC=CC=C2C1)=O)=O 3-(7-Methyl-1H-indazol-5-yl)-2-{[4-(2-oxo-1,4-dihydro-2H-quinazolin-3-yl)-piperidine-1-carbonyl]-amino}-propionic acid (R)-1-pyridin-4-yl-ethyl ester